N-[(4-chloro-1-methyl-1H-pyrazol-5-yl)methyl]-2-[(3R)-3-methyl-[1,4'-bipiperidine]-1'-yl]-1,3-thiazole-5-carboxamide ClC=1C=NN(C1CNC(=O)C1=CN=C(S1)N1CCC(CC1)N1C[C@@H](CCC1)C)C